FC=1C=C2C=C(NC2=CC1CCC=1N=CSC1)CNC(=O)N1CCC1 N-((5-fluoro-6-(2-(thiazol-4-yl)ethyl)-1H-indol-2-yl)methyl)azetidine-1-carboxamide